[Cl-].C(C1=CC=CC=C1)C1=C(C(=CC=C1)CC1=CC=CC=C1)N1C=[N+](C=C1)C1=C(C=CC=C1CC1=CC=CC=C1)CC1=CC=CC=C1 1,3-bis(2,6-dibenzylphenyl)imidazolium chloride salt